TERT-BUTYL 5-(4-AMINO-1-(TETRAHYDRO-2H-PYRAN-4-YL)-1H-PYRAZOLO[3,4-D]PYRIMIDIN-3-YL)-4-FLUOROINDOLINE-1-CARBOXYLATE NC1=C2C(=NC=N1)N(N=C2C=2C(=C1CCN(C1=CC2)C(=O)OC(C)(C)C)F)C2CCOCC2